tert-butyl 4-[3-(2,6-dioxo-3-piperidyl)phenyl]piperidine-1-carboxylate O=C1NC(CCC1C=1C=C(C=CC1)C1CCN(CC1)C(=O)OC(C)(C)C)=O